7-methylbenzo[h]isoquinoline CC1=CC=CC=2C1=CC=C1C=CN=CC21